FCC1(CC1)N1C=C2C(N=C(N=C2O)C)=CC1=O 6-(1-(fluoromethyl)cyclopropyl)-4-hydroxy-2-methylpyrido[4,3-d]pyrimidin-7(6H)-one